N-(4-(pyrrolidin-1-ylmethyl)pyridin-2-yl)-5-vinylthiazolo[5,4-b]-pyridin-2-amine N1(CCCC1)CC1=CC(=NC=C1)NC=1SC2=NC(=CC=C2N1)C=C